C=C1N(CCCC1)C methylene-methyl-piperidine